2-methylpropan-2-enesulfonamide CC(CS(=O)(=O)N)=C